BrC1=CC=CC(=N1)C=1CN(CC1)C(=O)OC(C)(C)C tert-butyl 3-(6-bromopyridin-2-yl)-2,5-dihydro-1H-pyrrole-1-carboxylate